(R)-4-((S)-2-(2-(4-chlorophenyl)-2-methylpropanamido)-3-methylbutanamido)-5-methoxy-5-oxopentanoic acid ClC1=CC=C(C=C1)C(C(=O)N[C@H](C(=O)N[C@H](CCC(=O)O)C(=O)OC)C(C)C)(C)C